C\C=C(\CC)/OC=1C=CC(=C(OCC(=O)O)C1)C(\C=C\C1=CC=C(C=C1)O/C(=C/C)/CC)=O 2-[5-[(Z)-Pent-2-en-3-yl]oxy-2-[(E)-3-[4-[(E)-pent-2-en-3-yl]oxyphenyl]prop-2-enoyl]phenoxy]acetic acid